CC1N(CCC2=C1C1=C(N=NC(=C1)C1=C(C=CC=C1)O)N2)C2=NC=C(C=N2)C2CCNCC2 2-(5-Methyl-6-(5-(piperidin-4-yl)pyrimidin-2-yl)-6,7,8,9-tetrahydro-5H-pyrido[3',4':4,5]pyrrolo[2,3-c]pyridazin-3-yl)phenol